C(C1=CC=CC=C1)N1C2=NC=NC(=C2N=C1C1=C(C=C(C=C1)N1CCC(CC1)N)Cl)OC1(CC1)C 1-(4-(9-benzyl-6-(1-methylcyclopropoxy)-9H-purin-8-yl)-3-chlorophenyl)piperidin-4-amine